BrC=1C=C2C(=NC1)NC(N2[C@H]2CN(CC2)C(=O)OC(C)(C)C)=O |r| tert-butyl (rac)-3-(6-bromo-2-oxo-3H-imidazo[4,5-b]pyridin-1-yl)pyrrolidine-1-carboxylate